C=1N=CN2CCOC3=C(C21)C=C(C=C3)C(=O)NC=3C=C2CN(CC2=CC3)C(=O)OC(C)(C)C tert-Butyl 5-(5,6-dihydrobenzo[f]imidazo[1,5-d][1,4]oxazepine-10-carboxamido)isoindoline-2-carboxylate